2-((2-(3-aminopropyl)-4-fluorophenyl)amino)-5-fluoro-4-(trifluoromethyl)-benzoic acid methyl ester, trifluoroacetate salt FC(C(=O)O)(F)F.COC(C1=C(C=C(C(=C1)F)C(F)(F)F)NC1=C(C=C(C=C1)F)CCCN)=O